FC=1C=CC2=C(N=C(O2)CSC=2NC(C3=C(N2)N(N=C3)C3=CC=CC=C3)=O)C1 6-(((5-fluorobenzo[d]oxazol-2-yl)methyl)thio)-1-phenyl-1,5-dihydro-4H-pyrazolo[3,4-d]pyrimidin-4-one